2,6-dibromo-9,10-bis(2-naphthyl)anthracene BrC1=CC2=C(C3=CC=C(C=C3C(=C2C=C1)C1=CC2=CC=CC=C2C=C1)Br)C1=CC2=CC=CC=C2C=C1